((2S,4S)-1-acryloyl-4-(8-chloro-7-(2,3-dichlorophenyl)-4-(3-(dimethylamino)azetidin-1-yl)-6-fluoro-1H-pyrazolo[4,3-c]quinolin-1-yl)piperidin-2-yl)acetonitrile C(C=C)(=O)N1[C@@H](C[C@H](CC1)N1N=CC=2C(=NC=3C(=C(C(=CC3C21)Cl)C2=C(C(=CC=C2)Cl)Cl)F)N2CC(C2)N(C)C)CC#N